succinic acid propylene ester C1C(C)OC(CCC(=O)O1)=O